C(CC)OC(=O)N1C=C(C2=CC(=CC=C12)OC)CCN(C)C 3-[2-(dimethylamino)ethyl]-5-methoxy-indole-1-carboxylic acid propyl ester